8-Anilino-1-Naphthalenesulfonic Acid N(C1=CC=CC=C1)C=1C=CC=C2C=CC=C(C12)S(=O)(=O)O